2-(3-methyl-1H-pyrazol-4-yl)-4-(2,8-diazaspiro[4.5]decan-8-yl)pyrido[3,4-d]pyrimidine CC1=NNC=C1C=1N=C(C2=C(N1)C=NC=C2)N2CCC1(CCNC1)CC2